2-bromo-3-(difluoromethoxy)-5-(trifluoromethyl)pyridine BrC1=NC=C(C=C1OC(F)F)C(F)(F)F